3-(1H-pyrazol-4-yl)-2-(trifluoromethyl)-4H-chromen-4-one N1N=CC(=C1)C1=C(OC2=CC=CC=C2C1=O)C(F)(F)F